8-Bromo-N4-(4-(4-methyl-1H-imidazol-1-yl)benzyl)-N2-(tetrahydro-2H-pyran-4-yl)pyrazolo[1,5-a][1,3,5]triazine-2,4-diamine BrC=1C=NN2C1N=C(N=C2NCC2=CC=C(C=C2)N2C=NC(=C2)C)NC2CCOCC2